(3aR,6aS)-5-[[6-(2,4-dimethylpyrazol-3-yl)pyridazin-3-yl]oxymethyl]-2-(2-methylbutyl)-3,3a,4,5,6,6a-hexahydro-1H-cyclopenta[c]pyrrole CN1N=CC(=C1C1=CC=C(N=N1)OCC1C[C@@H]2[C@@H](CN(C2)CC(CC)C)C1)C